2-([3-(acetylsulfanyl)-2-{[(tert-butoxycarbonyl)amino]methyl}propyl]{(1R)-1-[1-benzyl-4-(2,5-difluorophenyl)-1H-imidazol-2-yl]-2,2-dimethylpropyl}amino)-2-oxoethyl acetate C(C)(=O)OCC(=O)N([C@H](C(C)(C)C)C=1N(C=C(N1)C1=C(C=CC(=C1)F)F)CC1=CC=CC=C1)CC(CSC(C)=O)CNC(=O)OC(C)(C)C